CNCCCCCN1CCC(CC1)C1=CC=C(NC2C(NC(CC2)=O)=O)C=C1 3-[4-[1-[5-(methylamino)pentyl]-4-piperidyl]anilino]piperidine-2,6-dione